furan-2,5-diyl-dimethanol O1C(=CC=C1CO)CO